FC1=CC=C(C=C1)CC(=O)NC1=CC=C(C=C1)COC(=O)N([C@H](C(=O)OCC#N)C)C cyanomethyl (2S)-2-[[4-[[2-(4-fluorophenyl)acetyl]amino]phenyl]methoxycarbonyl-methylamino]propanoate